C(C1=CC=CC=C1)OC1=C(C(=NC(=C1)C1=C(C=C(C=C1)C(C)(C)C)C)C)NC(C)=O N-[4-benzyloxy-6-(4-tert-butyl-2-methyl-phenyl)-2-methyl-3-pyridyl]acetamide